Cl.IC=1N=C(N(N1)C1=NC=CC=N1)[C@H](C)N (1s)-1-(5-iodo-2-pyrimidin-2-yl-1,2,4-triazol-3-yl)ethanamine-hydrochloride